(3S,4R)-4-[6-[2-hydroxy-6-methyl-4-(trifluoromethyl)phenyl]pyrazolo[3,4-b]pyridin-2-yl]tetrahydrofuran-3-ol OC1=C(C(=CC(=C1)C(F)(F)F)C)C=1C=CC=2C(N1)=NN(C2)[C@H]2[C@@H](COC2)O